CC1(C(C(C(C1([2H])[2H])([2H])[2H])([2H])[2H])([2H])[2H])C(O)([2H])[2H] (1-methylcyclopentyl-2,2,3,3,4,4,5,5-d8)methan-d2-ol